N-((1,2,3,5,6,7-hexahydro-s-indacen-4-yl)carbamoyl)-5-(((S)-2-(hydroxymethyl)pyrrolidin-1-yl)methyl)-1-isopropyl-1H-pyrazole-3-sulfonimidamide C1CCC2=C(C=3CCCC3C=C12)NC(=O)NS(=O)(=N)C1=NN(C(=C1)CN1[C@@H](CCC1)CO)C(C)C